FC1=CC=C(C=C1)C(CCC[C@@H](C)[C@H]1CC[C@H]2[C@@H]3CC=C4[C@H]([C@H](CC[C@]4(C)[C@H]3CC[C@]12C)O)O)O 24-[(4-fluorophenyl)(hydroxy)methyl]cholane-5(6)-ene-3β,4β-diol